C(C)C1(OC2=CC=C(C=C2C(C1)=O)C1=NC(=NO1)C=1C=NC=NC1)CC 2,2-diethyl-6-(3-(pyrimidin-5-yl)-1,2,4-oxadiazol-5-yl)chroman-4-one